6-amino-1-methyl-3,4-dihydro-quinolin-2(1H)-one NC=1C=C2CCC(N(C2=CC1)C)=O